P(=O)#CCC(=O)OCCCCCCOC(C=C)=O acryloyloxyhexyl 3-phosphorylpropionate